COC(=O)C1=NC(=C(N=C1NC1=CC=C(C=C1)N1CC(C1)N(C)C)NC)C=1C2=C(C=NC1)N(C=N2)C.C(=O)(O)C=2C=C(C=CC2C(=O)O)C(C)C2=CC(=C(C=C2)C(=O)O)C(=O)O bis(3,4-dicarboxyphenyl)ethane methyl-3-[4-[3-(dimethylamino)azetidin-1-yl]anilino]-5-(methylamino)-6-(3-methylimidazo[4,5-c]pyridin-7-yl)pyrazine-2-carboxylate